2-(3-(2,4-Dichlorophenoxy)-2-nitrobenzoyl)-3-hydroxycyclohex-2-enone ClC1=C(OC=2C(=C(C(=O)C=3C(CCCC3O)=O)C=CC2)[N+](=O)[O-])C=CC(=C1)Cl